Pyrazolo[3,4-c]pyridine-1-carboxylate N1(N=CC=2C1=CN=CC2)C(=O)[O-]